5-(aminomethyl)-4'-cyclopropyl-6'-methoxy-N-(4-(1-methyl-4-(trifluoromethyl)-1H-imidazol-2-yl)benzyl)-[2,5'-bipyrimidin]-4-amine hydrochloride Cl.NCC=1C(=NC(=NC1)C=1C(=NC=NC1OC)C1CC1)NCC1=CC=C(C=C1)C=1N(C=C(N1)C(F)(F)F)C